CO[C@H](C(=O)O[C@@H](C)[C@H](C(C)C)C1=C(C=CC(=C1)C)C)C1=CC=CC=C1 (2S,3R)-3-(2,5-dimethylphenyl)-4-methylpentan-2-yl (S)-2-methoxy-2-phenylacetate